C(CCCCCCCCCCC)OS(=O)(=O)C1=CC=CC=C1 DODECYLBENZENESULFONATE